2-[2-(benzyloxy)-2-oxoethyl]-2,3-dihydro-1H-indene-2-carboxylic acid C(C1=CC=CC=C1)OC(CC1(CC2=CC=CC=C2C1)C(=O)O)=O